C(#N)CC=1C=CC(=NC1)C=1C=C2N(N=CC=C2N2C([C@]([C@@H](C2)C)(C#N)C2CC2)=O)C1 (3R,4S)-1-[6-[5-(cyanomethyl)pyridin-2-yl]pyrrolo[1,2-b]pyridazin-4-yl]-3-cyclopropyl-4-methyl-2-oxopyrrolidine-3-carbonitrile